FC1=C(C(=CC(=C1)OC)F)[C@H]1[C@@H](C(N(C1)CCO)=O)NC(=O)NC1=CC=C(C=C1)F |o1:10,11| (-)-1-[(3S*,4R*)-4-(2,6-Difluoro-4-methoxyphenyl)-1-(2-hydroxyethyl)-2-oxopyrrolidin-3-yl]-3-(4-fluorophenyl)urea